[Si](C1=CC=CC=C1)(C1=CC=CC=C1)(C(C)(C)C)OC=1C(=C(C=O)C(=CC1)OC([2H])([2H])[2H])F 3-[tert-butyl(diphenyl)silyl]oxy-2-fluoro-6-(trideuteriomethoxy)benzaldehyde